2-(1-methylpropoxy)-1,2-diphenyl-1-propanone CC(CC)OC(C(=O)C1=CC=CC=C1)(C)C1=CC=CC=C1